ClC1=CC=C(C(=N1)C(=O)O)N[C@@H](C)C=1C=C(C=C2C(N(C(=NC12)N1CC([C@H](CC1)O)(F)F)C)=O)F 6-chloro-3-(((S)-1-(2-((S)-3,3-difluoro-4-hydroxypiperidin-1-yl)-6-fluoro-3-methyl-4-oxo-3,4-dihydroquinazolin-8-yl)ethyl)amino)picolinic acid